C(C)OCOC1=CSC=C1CC(C)C 3-(ethoxymethoxy)-4-isobutylthiophene